C1(CCCC1)N1C(N(CC1)C1CC2CN(C1C2)C=2N=NC(=C(N2)NC2=CC=C(C=C2)C2CCNCC2)C(=O)N)=O (6-(3-cyclopentyl-2-oxoimidazolin-1-yl)-2-azabicyclo[2.2.1]heptane-2-yl)-5-((4-(piperidin-4-yl)phenyl)amino)-1,2,4-triazine-6-carboxamide